tert-butyl ((2-(6-ethoxy-4-(3-methyl-1-(4-methyl-4H-1,2,4-triazol-3-yl)cyclobutyl)pyridin-2-yl)-3-oxo-7-(trifluoromethyl)isoindolin-5-yl)methyl)(1-methylcyclobutyl)carbamate C(C)OC1=CC(=CC(=N1)N1CC2=C(C=C(C=C2C1=O)CN(C(OC(C)(C)C)=O)C1(CCC1)C)C(F)(F)F)C1(CC(C1)C)C1=NN=CN1C